C(C1=CC=CC=C1)(C1=CC=CC=C1)N1CC(C1)N1CC2=CC=C(C=C2CC1)N(CC)CC 2-(1-benzhydrylazetidin-3-yl)-N,N-diethyl-1,2,3,4-tetrahydroisoquinolin-6-amine